4-bromo-1-methyl-1H-1,3-benzodiazole-2-amine BrC1=CC=CC=2N(C(=NC21)N)C